NC(CN1C(=NC=C1)[N+](=O)[O-])O 1-amino-2-(2-nitroimidazol-1-yl)-ethanol